CC(CC(C(CO)C(C)C)O)C 5-methyl-2-(1-methylethyl)hexane-1,3-diol